Heptadecyn C#CCCCCCCCCCCCCCCC